sulfuric acid hydrate O.S(O)(O)(=O)=O